1,3-Dichloro-9,9-dimethyl-6-(4-(trifluoromethoxy)phenyl)-9,10-dihydroacridine ClC1=CC(=CC=2NC3=CC(=CC=C3C(C12)(C)C)C1=CC=C(C=C1)OC(F)(F)F)Cl